The molecule is a mannooligosaccharide derivative consisting of a D-mannosyl residue beta-linked to a 5-aminopentyl group and which carries two alpha-D-mannosyl-(1->2)-alpha-D-mannosyl-(1->2)-alpha-D-mannosyl units linked (1->3) and (1->6). C(CCN)CCO[C@H]1[C@H]([C@H]([C@@H]([C@H](O1)CO[C@@H]2[C@H]([C@H]([C@@H]([C@H](O2)CO)O)O)O[C@@H]3[C@H]([C@H]([C@@H]([C@H](O3)CO)O)O)O[C@@H]4[C@H]([C@H]([C@@H]([C@H](O4)CO)O)O)O)O)O[C@@H]5[C@H]([C@H]([C@@H]([C@H](O5)CO)O)O)O[C@@H]6[C@H]([C@H]([C@@H]([C@H](O6)CO)O)O)O[C@@H]7[C@H]([C@H]([C@@H]([C@H](O7)CO)O)O)O)O